C(C(C(=O)N1CC2(CC2)C[C@H]1C(=O)N[C@@H](C[C@H]1C(NCC1)=O)C(COC(F)(F)F)=O)C([2H])([2H])[2H])([2H])([2H])[2H] (S)-5-(2-(methyl-d3)propanoyl-3,3,3-d3)-N-((S)-3-oxo-1-((S)-2-oxopyrrolidin-3-yl)-4-(trifluoromethoxy)butan-2-yl)-5-azaspiro[2.4]heptane-6-carboxamide